bis(3,5-dimethyl-4-(vinylthio) phenyl) sulfide CC=1C=C(C=C(C1SC=C)C)SC1=CC(=C(C(=C1)C)SC=C)C